C(C)(C)(C)OC(N[C@H](C([2H])([2H])N1C=C(C2=C1N=CN=C2N)C=2C=NC1=CC=CC=C1C2)CC=C)=O (S)-(1-(4-amino-5-(quinolin-3-yl)-7H-pyrrolo[2,3-d]pyrimidin-7-yl)pent-4-en-2-yl-1,1-d2)carbamic acid tert-butyl ester